S1C(=CC2=C1C=CC=C2)CC=2C=C(C=CC2F)[C@@H]2O[C@@H]([C@H]([C@@H]([C@H]2O)O)O)CO (2S,3R,4R,5S,6R)-2-[3-(1-benzothiophen-2-ylmethyl)-4-fluorophenyl]-6-(hydroxymeth-yl)oxane-3,4,5-triol